C(C)(C)(C)OOC(C)(C)C Di(tert.butyl)peroxide